FC(S(=O)(=O)C1=CC=C(N)C=C1)(F)F 4-(trifluoromethylsulfonyl)aniline